methyl 4-(2,6-difluorophenyl)-5,6-dihydro-4H-imidazo[1,2-b][1,2,4]triazole-2-carboxylate FC1=C(C(=CC=C1)F)N1CCN2N=C(N=C21)C(=O)OC